Spiro[azetidine-3,1'-indene] C12(C=CC3=CC=CC=C13)CNC2